(methoxymethyl)triphenylphosphonium chloride salt [Cl-].COC[P+](C1=CC=CC=C1)(C1=CC=CC=C1)C1=CC=CC=C1